2-(2-(hydroxymethyl)benzyl)-6-(phenylsulfonyl)phthalazin-1(2H)-one OCC1=C(CN2C(C3=CC=C(C=C3C=N2)S(=O)(=O)C2=CC=CC=C2)=O)C=CC=C1